(R/S)-4'-(1-aminoethyl)-1'-methylspiro[cyclopropane-1,3'-indoline]-2'-one hydrochloride Cl.N[C@H](C)C1=C2C3(C(N(C2=CC=C1)C)=O)CC3 |r|